FC=1C=CC(=C(OC=2C(=NC=CC2)[N+](=O)[O-])C1)OC 3-(5-Fluoro-2-methoxyphenoxy)-2-nitropyridine